Iron-silicon aluminum [Al].[Si].[Fe]